bis{4-[4-cyanato-3-(2-propenyl)phenoxy]phenyl}sulfone O(C#N)C1=C(C=C(OC2=CC=C(C=C2)S(=O)(=O)C2=CC=C(C=C2)OC2=CC(=C(C=C2)OC#N)CC=C)C=C1)CC=C